C1(=CC=CC=C1)P(=O)(C1=CC=CC=C1)[C-]1C=CC=C1.[C-]1(C=CC=C1)P(=O)(C1=CC=CC=C1)C1=CC=CC=C1.[Fe+2] 1,1'-bis(diphenylphosphoryl)ferrocene